2-bromo-6-methanesulfonyl-4-(methoxymethyl)pyridine sodium isocitrate C(C(O)C(C(=O)[O-])CC(=O)[O-])(=O)[O-].[Na+].BrC1=NC(=CC(=C1)COC)S(=O)(=O)C.[Na+].[Na+]